BrC1=NC=C(C=N1)C 2-bromo-5-methylpyrimidine